N1C=CC2=CC(=CC=C12)[C@H](C)O (S)-1-(1H-indol-5-yl)ethanol